3,7-Dihydroxy-5-methoxyflavanon OC1C(OC2=CC(=CC(=C2C1=O)OC)O)C1=CC=CC=C1